C(C)(C)(C)OC(=O)NCCCCC(CC)N1C(=NC2=C1C(=CC=C2)C(N(C)C)=O)NC(=O)C=2C=C(C(=O)O)C=CC2 3-((1-(7-((tert-butoxycarbonyl)amino)heptan-3-yl)-7-(dimethylcarbamoyl)-1H-benzo[d]imidazol-2-yl)carbamoyl)benzoic acid